N-{2-[3-Chloro-4-(morpholin-4-yl)anilino]-1-cyclooctyl-2-oxoethyl}-3-methylisoxazole-4-carboxamide ClC=1C=C(NC(C(C2CCCCCCC2)NC(=O)C=2C(=NOC2)C)=O)C=CC1N1CCOCC1